tris(tert-butyl)aluminum C(C)(C)(C)[Al](C(C)(C)C)C(C)(C)C